O[C@H](COC=1C=C(C=CC1)S(=O)(=O)NC)CNC1COC2(C1)CCN(CC2)S(=O)(=O)CC2=CC=CC=C2 3-((2S)-2-hydroxy-3-(8-toluenesulfonyl-1-oxa-8-azaspiro[4.5]dec-3-ylamino)propoxy)-N-methylbenzenesulphonamide